C(C)(C)(C)OC(=O)N1[C@]2(CN(C[C@]1(C(C2)O)C)CC2=CC=CC=C2)C.C2(CCCC2)OC=2SC(=C(N2)C)C(C)=O (2-(cyclopentyloxy)-4-methyl-thiazol-5-yl)ethan-1-one tert-butyl-(1R,5S)-3-benzyl-6-hydroxy-1,5-dimethyl-3,8-diazabicyclo[3.2.1]octane-8-carboxylate